(4aR,8aS)-6-[4-(1,3-benzoxazol-2-ylmethyl)piperidine-1-carbonyl]-4,4a,5,7,8,8a-hexahydropyrido[4,3-b][1,4]oxazin-3-one O1C(=NC2=C1C=CC=C2)CC2CCN(CC2)C(=O)N2C[C@@H]1[C@@H](OCC(N1)=O)CC2